(3-(4-((2-(hydroxymethyl)pyrrolidin-1-yl)amino)-1H-imidazol-1-yl)-5-methoxyphenyl)methanone OCC1N(CCC1)NC=1N=CN(C1)C=1C=C(C=C(C1)OC)C=O